C(C)(C)(C)OC(=O)N1[C@@H]2[C@@H](C[C@H]1CC2)OC(=S)SC |&1:9| (±)-(1s,4r)-2-(((methylthio)thiocarbonyl)oxy)-7-azabicyclo[2.2.1]heptane-7-carboxylic acid tert-butyl ester